1-[(5R,8aS)-1-(1-methanesulfonyl-1-methyl-ethyl)-5-methyl-5,6,8a,9-tetrahydro-8H-7,10-Dioxa-2,4,4b-triazaphenanthrene-3-yl]-1H-benzimidazol-2-ylamine CS(=O)(=O)C(C)(C)C1=NC(=NC=2N3[C@@H](COC[C@H]3COC12)C)N1C(=NC2=C1C=CC=C2)N